C(CCCCCCCC=CC=CC=CCCCC)(=O)OCCCCCCCC\C=C/C[C@H](O)CCCCCC ricinoleyl eleostearate